C(C)(C)(C)OC(=O)N1[C@H](C[C@@H](C1)N1C=C(C=2C(=NC=CC21)N)C#CC2=CC1=C(N(C=N1)CC)C=C2)COC (2r,4s)-4-(4-amino-3-((1-ethyl-1H-benzo[d]imidazol-5-yl)ethynyl)-1H-pyrrolo[3,2-c]pyridin-1-yl)-2-(methoxymethyl)pyrrolidine-1-carboxylic acid tert-butyl ester